BrC=1C=C2C3(C(N(C(C2=CC1)=O)CC(=O)OC)=O)CC(C3)(F)F methyl 2-(6'-bromo-3,3-difluoro-1',3'-dioxo-1'H-spiro[cyclobutane-1,4'-isoquinolin]-2'(3'H)-yl)acetate